[N+](=O)([O-])C(C1=NOC(=N1)C([N+](=O)[O-])([N+](=O)[O-])[N+](=O)[O-])([N+](=O)[O-])[N+](=O)[O-] 3,5-di(trinitromethyl)-1,2,4-oxadiazole